C1(=CC=CC=C1)C=1OC(=CN1)C=O (2-phenyloxazol-5-yl)methanone